C(#N)C1=C(C=CC=C1)C1=C(NC2=C1C(N(C=C2)C)=O)C2=CC(=NC=C2)NC(C(C)C2=CC=C(C=C2)F)=O N-{4-[3-(2-Cyanophenyl)-5-methyl-4-oxo-4,5-dihydro-1H-pyrrolo[3,2-c]pyridin-2-yl]pyridin-2-yl}-2-(4-fluorophenyl)propanamid